BrC=1C=C(C(=NC1O[C@H](C)C1=CC(=CC(=C1)F)F)C)N=CN(C)CC N'-{5-Bromo-6-[(1R)-1-(3,5-difluorophenyl)ethoxy]-2-methylpyridine-3-yl}-N-ethyl-N-methylimidoformamide